5-methyl-4-phenyl-2-(trifluoromethyl)thiazole CC1=C(N=C(S1)C(F)(F)F)C1=CC=CC=C1